N-dodecylbenzene-1,4-diamine C(CCCCCCCCCCC)NC1=CC=C(C=C1)N